1'-methyl-5-(4,4,5,5-tetramethyl-1,3,2-dioxaborolan-2-yl)-3H-spiro[benzofuran-2,4'-piperidine] CN1CCC2(CC1)OC1=C(C2)C=C(C=C1)B1OC(C(O1)(C)C)(C)C